tert-butyl (S)-4-((4-(3-carbamoyl-2-(4-phenoxyphenyl)-4,5,6,7-tetrahydropyrazolo[1,5-a]pyrimidin-7-yl)piperidin-1-yl)methyl)piperidine-1-carboxylate C(N)(=O)C=1C(=NN2C1NCC[C@H]2C2CCN(CC2)CC2CCN(CC2)C(=O)OC(C)(C)C)C2=CC=C(C=C2)OC2=CC=CC=C2